4-[4-[(3S)-3-(5-cyano-3-pyridinyl)isoxazolidine-2-carbonyl]-1-piperidinyl]pyrimidine-2-carboxylic acid ethyl ester C(C)OC(=O)C1=NC=CC(=N1)N1CCC(CC1)C(=O)N1OCC[C@H]1C=1C=NC=C(C1)C#N